FC=1C(=C(OC2=C(N=NN2)C(=O)O)C=CC1C#CS(=O)(=O)C1COCC1)C 5-(3-fluoro-2-methyl-4-(((tetrahydrofuran-3-yl)sulfonyl)ethynyl)phenoxy)-1H-1,2,3-triazole-4-carboxylic acid